5-((1-((3-ethyl-2-oxo-4-thioxo-1,2,3,4-tetrahydroquinazolin-7-yl)methyl)pyrrolidin-3-yl)oxy)-N,6-dimethylpicolinamide C(C)N1C(NC2=CC(=CC=C2C1=S)CN1CC(CC1)OC=1C=CC(=NC1C)C(=O)NC)=O